C1(CCC1)COC(CCCCCCCCC)=O (cyclobutylmethyl)decanoate